CN1CCN(CC1)C=1C=CC(=NC1)NC(CN1C=NC(=C1)C1=CC(=NC=C1)C(F)(F)F)=O N-[5-(4-methylpiperazin-1-yl)-2-pyridyl]-2-[4-[2-(trifluoromethyl)-4-pyridyl]imidazol-1-yl]acetamide